N=1C=C(N2C1N=CC=C2)C#CC=2C=C(C(=O)NC1=CC(=C(C=C1)CN1CCN(CC1)C)C(F)(F)F)C=CC2C 3-(imidazo[1,2-a]pyrimidin-3-ylethynyl)-4-methyl-N-(4-((4-methylpiperazin-1-yl)methyl)-3-(trifluoromethyl)phenyl)benzamide